((8-hydroxy-2-azaspiro[4.4]non-7-yl)methyl)-1,3-dihydro-2H-benzo[d]imidazol-2-one OC1C(CC2(CCNC2)C1)CN1C(NC2=C1C=CC=C2)=O